FC(C12CC(C1)(C2)NC2=NC(=NC=C2C#N)NC2=C(C=C(C(=C2)[N+](=O)[O-])N(C)CCN(C)C)OC)F 4-(3-(difluoromethyl)bicyclo[1.1.1]pentan-1-ylamino)-2-(4-((2-(dimethylamino)ethyl)-(methyl)amino)-2-methoxy-5-nitrophenylamino)pyrimidine-5-carbonitrile